(2S,4R)-1-((S)-2-(4-cyclopropyl-1H-1,2,3-triazol-1-yl)-3-methylbutanoyl)-4-hydroxy-N-methylpyrrolidine-2-carboxamide C1(CC1)C=1N=NN(C1)[C@H](C(=O)N1[C@@H](C[C@H](C1)O)C(=O)NC)C(C)C